(2R,5R)-4-(2-{6'-Cyano-1,1',2',3-tetrahydrospiro[indene-2,3'-indole]-1'-yl}-2-oxoethyl)-2-methyl-5-[(4-methyl-1H-pyrazol-1-yl)methyl]piperazine-1-carboxylic acid, tert-butyl ester C(#N)C1=CC=C2C3(CN(C2=C1)C(CN1C[C@H](N(C[C@@H]1CN1N=CC(=C1)C)C(=O)OC(C)(C)C)C)=O)CC1=CC=CC=C1C3